(2R)-2-methyl-4-(3-methyl-2-oxo-1,3-benzoxazol-6-yl)piperidine-1-carboxylic acid tert-butyl ester C(C)(C)(C)OC(=O)N1[C@@H](CC(CC1)C1=CC2=C(N(C(O2)=O)C)C=C1)C